2-[1-Cyano-1-methyl-4-oxo-4-(2-thioxo-thiazolidin-3-yl)-butylazo]-2-methyl-5-oxo-5-(2-thioxothiazolidin-3-yl)-pentanenitrile C(#N)C(CCC(N1C(SCC1)=S)=O)(N=NC(C#N)(CCC(N1C(SCC1)=S)=O)C)C